CN1C(CN(CC1)C)C 1,2,4-trimethylpiperazine